C(C)N(CC)CC1=NC2=C(N1C)C=CC=C2 2-(N,N-Diethylaminomethyl)-1-methylbenzimidazol